4-(methylthio)decanal CSC(CCC=O)CCCCCC